tert-butyl (1-(4-(4-amino-2-oxopyrimidin-1(2H)-yl)benzyl)piperidin-4-yl)carbamate NC1=NC(N(C=C1)C1=CC=C(CN2CCC(CC2)NC(OC(C)(C)C)=O)C=C1)=O